6-(5,6-dihydro-4H-pyrrolo[1,2-b]pyrazol-3-yl)-N-(5-(2-(2,2-dimethylpyrrolidin-1-yl)acetamido)-2-methylpyridin-3-yl)pyrazolo[1,5-a]pyrazine-3-carboxamide N=1N2C(=C(C1)C=1N=CC=3N(C1)N=CC3C(=O)NC=3C(=NC=C(C3)NC(CN3C(CCC3)(C)C)=O)C)CCC2